C12CN(CC2C1)C1=C(C=C(C=C1C#N)CN1N=CC(=C1)C(=O)OCC)C#N ethyl 1-[(4-{3-azabicyclo[3.1.0]hexan-3-yl}-3,5-dicyanophenyl)methyl]-1H-pyrazole-4-carboxylate